5-azido-1-methyl-4-nitro-1H-imidazole N(=[N+]=[N-])C1=C(N=CN1C)[N+](=O)[O-]